2-(2-(4-((6-ethoxy-9,9-dimethyl-9,10-dihydroacridin-2-yl)methyl)piperazin-1-yl)ethoxy)ethan-1-ol C(C)OC=1C=C2NC=3C=CC(=CC3C(C2=CC1)(C)C)CN1CCN(CC1)CCOCCO